CN(CCNC(=O)C1=CC(=NC(=C1)C(=O)OC)C(=O)OC)C dimethyl 4-[2-(dimethylamino)ethylcarbamoyl]pyridine-2,6-dicarboxylate